BrC1=C(C=C(C#N)C=C1C)O 4-bromo-3-hydroxy-5-methylbenzonitrile